ClC1=NC(=C(C=2N=C(N=C(C21)N2[C@@H](CCCC2)CO)SC)F)Cl (S)-(1-(5,7-dichloro-8-fluoro-2-(methylthio)pyrido[4,3-d]pyrimidin-4-yl)piperidin-2-yl)methanol